2-[2-(2-methoxyphenyl)ethyl]chromone COC1=C(C=CC=C1)CCC=1OC2=CC=CC=C2C(C1)=O